FC1=C(C=C(N)C=C1)OC 4-fluoro-3-methoxy-aniline